2-methyl-1-(4-((4-(methylamino)-5-(trifluoromethyl)pyrimidin-2-yl)amino)-1H-indazol-1-yl)propan-2-ol CC(CN1N=CC2=C(C=CC=C12)NC1=NC=C(C(=N1)NC)C(F)(F)F)(C)O